tert-butyl 2-((3-methyl-2-oxo-2,3-dihydro-1H-benzo[d]imidazol-4-yl)oxy)acetate CN1C(NC2=C1C(=CC=C2)OCC(=O)OC(C)(C)C)=O